phosphorus boron [B].[P]